N-((1R)-3-cyano-3-azabicyclo[3.1.0]hexan-1-yl)-5-(3-phenoxypyridin-4-yl)-1H-pyrazole-3-carboxamide C(#N)N1C[C@]2(CC2C1)NC(=O)C1=NNC(=C1)C1=C(C=NC=C1)OC1=CC=CC=C1